6-bromo-7-(difluoromethyl)-1-(3-(oxetan-3-yl)-5,6,7,8-tetrahydroimidazo[1,5-a]pyrazin-1-yl)-1,2,3,4-tetrahydroquinoline BrC=1C=C2CCCN(C2=CC1C(F)F)C=1N=C(N2C1CNCC2)C2COC2